FC=1C=2N(C(=CC1)N1N=CC(=C1C(F)(F)F)C(=O)OCC)C=CN2 ethyl 1-(8-fluoroimidazo[1,2-a]pyridin-5-yl)-5-(trifluoromethyl)-1H-pyrazole-4-carboxylate